ClC=1C(=NC=C(C(=O)OC)C1)Cl methyl 5,6-dichloronicotinate